CC1(OCCC(C1)NC(C1=NC=CC(=C1)N1C=NC=C1)=O)C N-(2,2-dimethyltetrahydro-2H-pyran-4-yl)-4-(1H-imidazol-1-yl)picolinamide